4-bromo-2-chloro-6-nitrophenol BrC1=CC(=C(C(=C1)[N+](=O)[O-])O)Cl